methyl (S)-3-aminotetradecanoate N[C@H](CC(=O)OC)CCCCCCCCCCC